CC=1C(=NNC1)C1=NC2=CC(=NC=C2C=C1)CNC(OC(C)(C)C)=O tert-butyl ((2-(4-methyl-1H-pyrazol-3-yl)-1,6-naphthyridin-7-yl)methyl)carbamate